NC=1C2=C(N=CN1)N(C(=C2C2=CC=C(C=C2)OC2=CC=CC=C2)C#CC2CCN(CC2)C(C=C)=O)C2CNCCC2 1-(4-((4-amino-5-(4-phenoxyphenyl)-7-(piperidin-3-yl)-7H-pyrrolo[2,3-d]pyrimidin-6-yl)ethynyl)piperidin-1-yl)prop-2-en-1-one